C12CNCC(N1C(=O)O)C2 3,6-diazabicyclo[3.1.1]Heptane-6-carboxylic acid